OC1=C(C=C(C=C1)\C=C/C=C/C(=O)N1CCCCC1)OC (2e,4z)-5-(4-hydroxy-3-methoxyphenyl)-1-(1-piperidinyl)-2,4-pentadien-1-one